ClC1=CC=C(CNN2CCN(CC2)C=2SC3=C(C(N2)=O)C=C(C=C3[N+](=O)[O-])C(F)(F)F)C=C1 2-(4-((4-chlorobenzyl)amino)piperazin-1-yl)-8-nitro-6-(trifluoromethyl)-4H-benzo[e][1,3]thiazin-4-one